C(C)(=O)C1=C(C=CC(=C1)C(F)(F)F)NC(CN1C=2N(C(C(=C1CC)N1CCN(CC1)CC1=NC=CC=C1O)=O)N=C(N2)C2=CCCCCC2)=O N-(2-Acetyl-4-(trifluoromethyl)phenyl)-2-(2-(cyclohept-1-en-1-yl)-5-ethyl-6-(4-(3-hydroxypicolinyl)piperazin-1-yl)-7-oxo-[1,2,4]triazolo[1,5-a]pyrimidin-4(7H)-yl)acetamide